FC=1C=C(C=C(C1)F)N1C(=NC2=C1C=C(C=C2)C(F)(F)F)NC(CC2(CCC2)O)=O N-(1-(3,5-difluorophenyl)-6-(trifluoromethyl)-1H-benzo[d]imidazol-2-yl)-2-(1-hydroxycyclobutyl)acetamide